C1(=CC=CC=C1)NC1=C(C=CC=C1)NCCCCCC N-phenyl-N'-hexyl-phenylenediamine